[NH4+].P(=O)(OCCN(CC1=CC=C(C=C1)NS(=O)(=O)C)C(CCC1=CC(=CC=C1)OCCCCCCCCCC)=O)(O)O 2-({3-[3-(Decyloxy)phenyl]propanoyl}{4-[(methylsulfonyl)amino]benzyl}amino)ethyl dihydrogen phosphate ammonium salt